(S)-4-(7,7-difluoro-2-(2-methylazetidin-1-yl)-6,7-dihydro-5H-cyclopenta[d]pyrimidin-4-yl)-1-(2-oxo-2-(piperazin-1-yl)ethyl)piperazin-2-one FC1(CCC2=C1N=C(N=C2N2CC(N(CC2)CC(N2CCNCC2)=O)=O)N2[C@H](CC2)C)F